CN[C@@H](CC1=CNC=N1)C(=O)O N-methyl-histidine